2-[4-fluoro-3,5-bis(propan-2-yl)phenyl]acetyl chloride FC1=C(C=C(C=C1C(C)C)CC(=O)Cl)C(C)C